2-(2,6-dimethylpyridin-4-yl)-3-isopropyl-5-(1-((6-methoxypyridin-3-yl)methyl)piperidin-4-yl)-1H-indole CC1=NC(=CC(=C1)C=1NC2=CC=C(C=C2C1C(C)C)C1CCN(CC1)CC=1C=NC(=CC1)OC)C